C(C=C)OC1=CC=C(C=C1)S(=O)(=O)N1CC2=CC(=CC=C2CC1)C(CC(=O)OCC)C1=C(C2=C(N(N=N2)C\C=C\C)C=C1)C ethyl (E)-3-(2-((4-(allyloxy)phenyl)sulfonyl)-1,2,3,4-tetrahydroisoquinolin-7-yl)-3-(1-(but-2-en-1-yl)-4-methyl-1H-benzo[d][1,2,3]triazol-5-yl)propanoate